COCN1C=NC=C1 1-(methoxymethyl)imidazol